C[C@@H]1[C@H]2[C@H](C[C@H]3[C@@H]4CCC5CCCC[C@]5(C)[C@H]4CC[C@]23C)O[C@]12CCC(C)=CO2 25R-spirosten